CS(=O)(C)=NC1=CC(=C(N)C=C1)OC 4-[[Dimethyl(oxo)-λ6-sulfanylidene]amino]-2-methoxy-aniline